4,4'-difluorobiphenyl-dione FC=1C(C(C(=CC1)C1=CC=C(C=C1)F)=O)=O